4-(5,7-dichloro-6-(2-chloroethoxy)-1,2,3,4-tetrahydronaphthalen-1-yl)phenol ClC1=C2CCCC(C2=CC(=C1OCCCl)Cl)C1=CC=C(C=C1)O